O[C@@H](CNC(CN1N=C(N2C(C1=O)=CC1=C2N=CS1)C(C)C)=O)C (R)-N-(2-Hydroxypropyl)-2-(5-isopropyl-8-oxothiazolo[5',4':4,5]pyrrolo[1,2-d][1,2,4]triazin-7(8H)-yl)acetamide